6-chloro-5-methoxy-3-(1-(tetrahydro-2H-pyran-2-yl)-1H-pyrazol-4-yl)-2-(5-(trifluoromethyl)-4H-1,2,4-triazol-3-yl)-1H-indole ClC1=C(C=C2C(=C(NC2=C1)C1=NN=C(N1)C(F)(F)F)C=1C=NN(C1)C1OCCCC1)OC